8-chloro-5-[[2-[2-[(5-chloro-6-oxo-1H-pyridazin-4-yl)oxy]ethyl]-2-azaspiro[3.3]heptan-6-yl]oxy]-2-methyl-isoquinolin-1-one ClC=1C=CC(=C2C=CN(C(C12)=O)C)OC1CC2(CN(C2)CCOC=2C=NNC(C2Cl)=O)C1